C(C)(C)(C)C1=C(C=CC=C1C)C Tert-butyl-m-xylen